C(\C=C\C(=O)O)(=O)O.N=1C=C(N2C1C=CC=C2)C(=O)N imidazo[1,2-a]pyridine-3-carboxamide fumarate